rac-(R)-1-(3-((2-((3-Methyl-1-(pyrrolidin-3-yl)-1H-pyrazol-4-yl)amino)-5-(trifluoromethyl)pyrimidin-4-yl)amino)propyl)piperidin-2-on CC1=NN(C=C1NC1=NC=C(C(=N1)NCCCN1C(CCCC1)=O)C(F)(F)F)[C@H]1CNCC1 |r|